ClC=1C(=NC(=NC1)NC=1C=NN(C1)C1CCN(CC1)C)NC1=C(C=CC(=C1)[N+](=O)[O-])F 5-chloro-N4-(2-fluoro-5-nitrophenyl)-N2-(1-(1-methylpiperidin-4-yl)-1H-pyrazol-4-yl)pyrimidine-2,4-diamine